3-(2-{[(2R,7aS)-2-fluoro-hexahydro-1H-pyrrolizin-7a-yl]methoxy}-4-{4,7-diazaspiro[2.5]octan-7-yl}-6-fluoroquinazolin-7-yl)-5-chloro-4-cyclopropylphenol F[C@@H]1C[C@@]2(CCCN2C1)COC1=NC2=CC(=C(C=C2C(=N1)N1CCNC2(CC2)C1)F)C=1C=C(C=C(C1C1CC1)Cl)O